Cl.Cl.NC1=CC=C(C(=N1)C)CNC([C@H](C)NC(=O)[C@@H]1NCCN(C1)CC1=C(C=CC=C1)C)=O (R)-N-((S)-1-(((6-amino-2-methylpyridin-3-yl)methyl)amino)-1-oxopropan-2-yl)-4-(2-methylbenzyl)piperazine-2-carboxamide dihydrochloride